6-(7-fluoroimidazo[1,2-a]pyridin-3-yl)-8-methoxy-3,4-dihydro-2H-isoquinolin-1-one FC1=CC=2N(C=C1)C(=CN2)C=2C=C1CCNC(C1=C(C2)OC)=O